P1C(=CC=C1)C(=O)[O-] anti-phosphoLAT